(3-diethoxyethylsilylpropyl)methylamine C(C)OC(C[SiH2]CCCNC)OCC